tert-butyl (R)-2-(4-(3-fluoropyrrolidin-1-yl)phenyl)-4-oxo-6,7-dihydrothiazolo[5,4-c]pyridine-5(4H)-carboxylate F[C@H]1CN(CC1)C1=CC=C(C=C1)C=1SC=2C(N(CCC2N1)C(=O)OC(C)(C)C)=O